C(C)[C@]12N(C=3C(=NN=C(C3)C3=C(C(=CC=C3)F)OC)NC1)C[C@@H](C2)O (6aR,8R)-6a-ethyl-2-(3-fluoro-2-methoxyphenyl)-5,6,6a,7,8,9-hexahydropyrrolo-[1',2':4,5]pyrazino[2,3-c]pyridazin-8-ol